C12(CCC3=CC=CC=C13)CCC(CC2)C(=O)[O-] 2',3'-dihydrospiro[cyclohexane-1,1'-indene]-4-carboxylate